(R)-3-amino-N-(3-(4-((3-(1-(2,2-difluoroethyl)-3-(trifluoromethyl)-1H-pyrazol-4-yl)imidazo[1,2-a]pyrazin-8-yl)amino)-2-ethylbenzamido)propyl)pyrrolidine-1-carboxamide N[C@H]1CN(CC1)C(=O)NCCCNC(C1=C(C=C(C=C1)NC=1C=2N(C=CN1)C(=CN2)C=2C(=NN(C2)CC(F)F)C(F)(F)F)CC)=O